5-(3,5-dimethylphenyl)-7-methyl-2,3-dihydro-6H-indeno[5,6-b][1,4]dioxine CC=1C=C(C=C(C1)C)C1=C2CC(=CC2=CC=2OCCOC21)C